C(C)(C)[C@@H]1CC[C@H](CC1)C(=O)NC1=CC(=CC(=C1)NC(=O)[C@@H]1CC[C@H](CC1)C(C)C)NC(=O)[C@@H]1CC[C@H](CC1)C(C)C 1,3,5-tris[trans-4-isopropylcyclohexylcarbonylamino]benzene